O1CC(CC=C1)=O Pyran-3-one